1-Tert-butoxycarbonyl-4-prop-2-ynyl-piperazine-2-carboxylic acid C(C)(C)(C)OC(=O)N1C(CN(CC1)CC#C)C(=O)O